methyl 5-[2-(2-{carbamoyl[(naphthalen-2-yl)methyl]amino}phenyl)-ethynyl]pyridine-2-carboxylate C(N)(=O)N(C1=C(C=CC=C1)C#CC=1C=CC(=NC1)C(=O)OC)CC1=CC2=CC=CC=C2C=C1